BrC=COCC 1-bromo-2-ethoxyethylene